2-(2,4,6-Trifluorobenzylidene)hydrazinecarboximidamide acetate salt C(C)(=O)O.FC1=C(C=NNC(N)=N)C(=CC(=C1)F)F